[Na+].C(N)(=O)OCC1=C(N2C([C@]([C@H]2SC1)(NC(CC=1SC=CC1)=O)OC)=O)C(=O)[O-] (6R,7S)-3-(carbamoyloxymethyl)-7-methoxy-8-oxo-7-[2-(2-thienyl)acetamido]-5-thia-1-azabicyclo[4.2.0]oct-2-ene-2-carboxylic acid Sodium salt